Methyl 3-fluoro-4-[1-[[4-[methyl(2-phenoxyethyl)amino]tetrahydropyran-4-carbonyl]amino]cyclopropyl]benzoate FC=1C=C(C(=O)OC)C=CC1C1(CC1)NC(=O)C1(CCOCC1)N(CCOC1=CC=CC=C1)C